1-Ethyl-3-methylpyridinium acetat C(C)(=O)[O-].C(C)[N+]1=CC(=CC=C1)C